7-[2-[(1R,5S)-3-methyl-3-azabicyclo[3.1.0]hexan-1-yl]ethynyl]-6-nitro-N-(4-phenoxyphenyl)quinazolin-4-amine CN1C[C@@]2(C[C@@H]2C1)C#CC1=C(C=C2C(=NC=NC2=C1)NC1=CC=C(C=C1)OC1=CC=CC=C1)[N+](=O)[O-]